3-(trifluoromethyl)-2,5-dihydro-1H-pyrrole hydrochloride Cl.FC(C=1CNCC1)(F)F